BrC1=C(C(=O)OC)C=C(C=C1)Br methyl 2,5-dibromobenzoate